OC1N(CCC12CCOCC2)C(=O)OCC=C allyl hydroxy-8-oxa-2-azaspiro[4.5]decane-2-carboxylate